C(C)(C)(C)NC1=NC2=CC(=C(C=C2C(N1N)=N)F)OC N2-(tert-butyl)-6-fluoro-4-imino-7-methoxyquinazoline-2,3(4H)-diamine